FC1(CCN(CC1)C(=O)NC1=NC2=C(N1)C(=CC=C2C2=CC=CC=C2)OC)F 4,4-difluoro-N-(7-methoxy-4-phenyl-1H-1,3-benzodiazol-2-yl)piperidine-1-carboxamide